C1(=CC=CC=C1)C1=C[CH-]C2=CC=CC=C12 3-phenylindenide